N1=CC(=CC=C1)C=1OC2=C(N1)C=C(C=C2)NC(OCC2=NC=C(C=C2)OC)=O (5-Methoxypyridin-2-yl)methyl N-[2-(pyridin-3-yl)-1,3-benzoxazol-5-yl]carbamate